N-(15-Hydroxy-5,8,11,13-eicosatetraenoyl)taurine OC(C=CC=CCC=CCC=CCCCC(=O)NCCS(=O)(=O)O)CCCCC